C(CCCCCCCCCCCCCCC)(=O)OCC(OC(CCCCCCCCCCCCCCC)=O)COC(CCCCCCCCCCCCCCC)=O Glycerol tripalmitat